C(C)S(=O)(=O)C1=C(C=CC=C1)C(=O)N1CCN(CC1)C=1SC2=C(N1)C=C(C=C2)F (2-ethylsulfonylphenyl)-[4-(5-fluoro-1,3-benzothiazol-2-yl)piperazin-1-yl]methanone